allyl-3-methyl-1H-imidazole-3-ium C(C=C)N1C=[N+](C=C1)C